C1(=CC=CC2=NC3=CC=CC=C3C=C12)N1C(C=CC1=O)=O N-(acridinyl)maleimid